(2-(cyclopropanecarboxamido)benzothiazol-6-yl)-2-methoxy-N-(1-(2-(trifluoromethoxy)phenyl)ethyl)nicotinamide C1(CC1)C(=O)NC=1SC2=C(N1)C=CC(=C2)C2=NC(=C(C(=O)NC(C)C1=C(C=CC=C1)OC(F)(F)F)C=C2)OC